C(C)(C)(C)OC(N[C@@H](CN1C(C=2C=C3C(=CC2CC1)N(C(=N3)C=3N(C1=C(C=CC=C1C3)OC)CC3CC3)C)=O)C(C)F)=O ((2S)-1-(2-(1-(cyclopropylmethyl)-7-methoxy-1H-indol-2-yl)-1-methyl-5-oxo-1,5,7,8-tetrahydro-6H-imidazo[4,5-g]isoquinolin-6-yl)-3-fluorobut-2-yl)carbamic acid tert-butyl ester